FC1(CC(C1)CC(=O)NC1=CC(=NN1C)CC1CC(C1)(F)F)F 2-(3,3-difluorocyclobutyl)-N-(3-((3,3-difluorocyclobutyl)methyl)-1-methyl-1H-pyrazol-5-yl)acetamide